CC=1CC2=C(C3=CC=C(C=C3C(=C2CC1)OC(=O)OC)C)OC(C(=C)C)=O 2,6-dimethyl-9-methacryloyloxy-10-methoxycarbonyloxy-1,4-dihydroanthracene